C1(=CC=CC=C1)NC(=O)N1CCS(CC1)(=O)=O N-phenylthiomorpholine-4-carboxamide 1,1-dioxide